P(=O)(OCC=CC)(OCC(C#C)(C)C)[O-] (2-butenyl) (1,1-dimethyl-2-propynyl)(methyl) phosphate